8-((2-chloropyrimidin-5-yl)methyl)-3-(3,4-difluorophenyl)pyrido[2,3-d]pyrimidine-2,4(3H,8H)-dione ClC1=NC=C(C=N1)CN1C=CC=C2C1=NC(N(C2=O)C2=CC(=C(C=C2)F)F)=O